C12CC(=CCC2N1)C(=O)O 7-Azabicyclo[4.1.0]hept-3-ene-3-carboxylic acid